CN1N(C(=C(C1C(=O)OCC1=C2C(=NC(=C1)Cl)N(C=C2)C)C(C2=CC=CC=C2)=O)C2=CC=CC=C2)CC(C2=CC=CC=C2)=O {6-chloro-1-methyl-1H-pyrrolo[2,3-b]pyridin-4-yl}methanol methyl-4-benzoyl-1-(2-oxo-2-phenylethanyl)-5-phenyl-1H-pyrazole-3-carboxylate